NC=1C=C(C=C(C1)C(F)(F)F)C(C)NC1=NC(=NC2=CC(=C(C=C12)OC)C(=O)N1CCOCC1)CF (4-((1-(3-amino-5-(trifluoromethyl)phenyl)ethyl)amino)-2-(fluoromethyl)-6-methoxyquinazolin-7-yl)(morpholino)methanone